NC=1N=NC(=CC1OCCC1=CC=C(CNC(CC2CCNCC2)=O)C=C1)C1=C(C=CC=C1)O N-(4-(2-((3-amino-6-(2-hydroxyphenyl)pyridazin-4-yl)oxy)ethyl)benzyl)-2-(piperidin-4-yl)acetamide